C1C(CC2=CC=CC=C12)O 2-indanol